ClC1=C2C(=NC(=N1)N)N(N=C2I)C2CCC2 4-chloro-1-cyclobutyl-3-iodopyrazolo[3,4-d]pyrimidin-6-amine